N-(4-hydroxy-2-methylbutan-2-yl)-2-{methyl[2-(pyridin-2-yl)-5H,6H,7H-cyclopenta[d]pyrimidin-4-yl]amino}acetamide OCCC(C)(C)NC(CN(C=1C2=C(N=C(N1)C1=NC=CC=C1)CCC2)C)=O